[N-]=C=O.[N-]=C=O.CC1=CC(=CC(=C1)CC)CC 1-methyl-3,5-diethylbenzene diisocyanate